(1R,3R,5R)-N-((R)-(2-fluoro-4-(trifluoromethyl)phenyl)(3-oxetanyl)methyl)-2-((2-(2-methyl-2-propanyl)-4-pyridinyl)carbonyl)-2-azabicyclo[3.1.0]hexane-3-carboxamide FC1=C(C=CC(=C1)C(F)(F)F)[C@H](NC(=O)[C@@H]1N([C@@H]2C[C@@H]2C1)C(=O)C1=CC(=NC=C1)C(C)(C)C)C1COC1